(R)-7-((R)-2-methyl-3-(4-(tert-amyl)phenyl)propyl)-2-thia-7-azaspiro[4.4]nonane 2,2-dioxide C[C@@H](CN1C[C@]2(CCS(C2)(=O)=O)CC1)CC1=CC=C(C=C1)C(C)(C)CC